N-(4-{4-amino-1-methyl-7-[2-(piperidin-4-yl)ethynyl]-1H-pyrazolo[4,3-c]pyridin-3-yl}-2-[(1S)-1-(4-fluorophenyl)ethoxy]phenyl)-1,1-difluoromethanesulfonamide NC1=NC=C(C2=C1C(=NN2C)C2=CC(=C(C=C2)NS(=O)(=O)C(F)F)O[C@@H](C)C2=CC=C(C=C2)F)C#CC2CCNCC2